CS(=O)(=O)NCC(=O)Cl 2-(methanesulfonamido)acetyl chloride